O=S1(CCC(CC1)CCCCCCCCCCC(=O)O)=O 11-(1,1-dioxidotetrahydro-2H-thiopyran-4-yl)undecanoic acid